methyl 4-amino-2-[4-(1,1-dimethylpropyl)phenyl]-6-methyl-pyrimidine-5-carboxylate NC1=NC(=NC(=C1C(=O)OC)C)C1=CC=C(C=C1)C(CC)(C)C